ClC=1C=C(C(=C(OC2=C(N=CN(C2=O)CC2=CC=C(C=C2)OC)C(=O)O)C1)F)C#N 5-(5-Chloro-3-cyano-2-fluorophenoxy)-1-(4-methoxybenzyl)-6-oxo-1,6-dihydropyrimidine-4-carboxylic Acid